(NE,S)-N-[(3-Bromo-4-ethoxy-phenyl)methylene]-2-methyl-propane-2-sulfinamide BrC=1C=C(C=CC1OCC)\C=N\[S@@](=O)C(C)(C)C